T-butylhydrazine hydrochloride Cl.C(C)(C)(C)NN